(R)-7-bromo-4-methyl-3,4-dihydro-2H-benzo[b][1,4,5]oxathiazepine 1,1-dioxide BrC=1C=CC2=C(O[C@@H](CNS2(=O)=O)C)C1